ClC=1C=CC(=C(C1)C1=CC(=C(N=N1)N(C)C)N)F 6-(5-chloro-2-fluorophenyl)-N3,N3-dimethylpyridazin-3,4-diamine